C(C)(C)(C)OC(=O)NCC1=NC2=C(N1)C=CC(=C2)C2=CC=C(OC[C@H](C(=O)OC(C)(C)C)O)C=C2 tert-butyl (R)-3-(4-(2-(((tert-butoxycarbonyl) amino) methyl)-1H-benzo[d]imidazol-5-yl) phenoxy)-2-hydroxypropionate